C(C1=CC=CC=C1)OC1=C(C(=CC2=C1CCO2)COC)Br 4-benzyloxy-5-bromo-6-(methoxymethyl)-2,3-dihydrobenzofuran